[N+](=O)([O-])C1=CC=C(C=C1)N1C=2C=CC=CC2CC2=CC=CC=C12 10-(4-nitrophenyl)-9,10-dihydroacridine